ClC1=CC=C(S1)C(=O)NC=1C=CC=C2C=CC=NC12 5-Chloro-N-(quinolin-8-yl)thiophene-2-carboxamide